8-(12H-[1,3]dioxolo[4',5':5,6]indolo[3,2-c]isoquinolin-12-yl)-N-hydroxyoctanoic acid amide C1=C2C3=C(N=CC2=CC=C1)C1=CC2=C(C=C1N3CCCCCCCC(=O)NO)OCO2